O1C(CCCC1)N1N=CC2=CC=C(C=C12)C=CC(=O)N 3-[1-(Oxan-2-yl)indazol-6-yl]Prop-2-enamide